N[C@H](C(=O)NC1=CC(=NN1)C1=CC=NC=C1)CC1=CC=C(C=C1)Cl (S)-2-amino-3-(4-chlorophenyl)-N-(3-(pyridin-4-yl)-1H-pyrazol-5-yl)propanamide